O=CCCC1C(NC2(C1)CCCCC2)=O 1-oxo-3-(2-oxo-1-azaspiro[4.5]decan-3-yl)propan